C(C)OC1=CC=C(C=C1)S(=O)(=O)NC=1C=C(C(=O)NCC=2C=NN(C2)C)C=CC1C 3-((4-ethoxyphenyl)sulfonamido)-4-methyl-N-((1-methyl-1H-pyrazol-4-yl)methyl)benzamide